2-(2H-Benzotriazol-2-yl)-4-methyl-6-[2-methyl-3-[1,3,3,3-tetramethyl-1-[(trimethylsilyl)oxy]-1-disiloxanyl]propyl]phenol N=1N(N=C2C1C=CC=C2)C2=C(C(=CC(=C2)C)CC(C[Si](O[Si](C)(C)C)(O[Si](C)(C)C)C)C)O